1-isopropylquinoxaline C(C)(C)N1CC=NC2=CC=CC=C12